C1(CC1)[C@H](CC(=O)O)C1=CC(=CC=C1)OC(=O)C1=CC=C(C=C1)C1=C(C=CC(=C1)OC)F (S)-3-cyclopropyl-3-(3-((2'-fluoro-5'-methoxy-[1,1'-biphenyl]-4-carbonyl)oxy)phenyl)propanoic acid